2-(N-((6'-(2H-Tetrazol-5-yl)-[1,1':3',1''-terphenyl]-4-yl)methyl)pentanamido)-2-methylpropanoic Acid N=1NN=NC1C1=CC=C(C=C1C1=CC=C(C=C1)CN(C(CCCC)=O)C(C(=O)O)(C)C)C1=CC=CC=C1